oxo-N,β-diphenylphenylbutyramide O=CC(C(C(=O)NC1=CC=CC=C1)C1=CC=CC=C1)C1=CC=CC=C1